N-(4-(4-(2-oxo-2-(pyrrolidin-1-yl)ethyl)phenyl)-1H-pyrrolo[2,3-b]pyridin-6-yl)cyclopropylcarboxamide O=C(CC1=CC=C(C=C1)C1=C2C(=NC(=C1)NC(=O)C1CC1)NC=C2)N2CCCC2